C=1(N=CN2C1C=CC=C2)C(=O)OC methyl imidazo[1,5-a]pyridine-1-carboxylate